(S)-N-(3-(1-((2-ethyl-2H-pyrazolo[3,4-b]pyrazin-6-yl)amino)ethyl)-4-fluorophenyl)-4-(4-methylpiperazin-1-yl)-3-(trifluoromethyl)benzamide C(C)N1N=C2N=C(C=NC2=C1)N[C@@H](C)C=1C=C(C=CC1F)NC(C1=CC(=C(C=C1)N1CCN(CC1)C)C(F)(F)F)=O